3-(4-methoxyphenyl)-N-(4-morpholinosulfonylphenyl)imidazo[1,2-a]pyrazin-8-amine COC1=CC=C(C=C1)C1=CN=C2N1C=CN=C2NC2=CC=C(C=C2)S(=O)(=O)N2CCOCC2